FC(C1CN(C1)C=1C=CC(=C2C=C(N=CC12)NC1=NC(=NC=C1)N1C[C@]([C@@H](CC1)O)(C)F)C(C)C)(S(=O)(=O)C)F (3S,4R)-1-[4-({8-[3-(difluoro-methanesulfonyl-methyl)azetidin-1-yl]-5-(propan-2-yl)isoquinolin-3-yl}amino)pyrimidin-2-yl]-3-fluoro-3-methyl-piperidin-4-ol